NC1=NC=C(C(=N1)C=1C=NN(C1)CC(C)(O)C)C(F)(F)F 1-(4-(2-amino-5-(trifluoromethyl)pyrimidin-4-yl)-1H-pyrazol-1-yl)-2-methylpropan-2-ol